CN1C(NN=C1C(C)C)=O 4-methyl-5-(propan-2-yl)-2,4-dihydro-3H-1,2,4-triazol-3-one